CN1N=C(C=C1)C=1C=C(CN2CCC3(CC2)COC2=C4CN(C(C4=CC=C23)=O)[C@@H]2C(NC(CC2)=O)=O)C=CC1 (S)-3-(1'-(3-(1-methyl-1H-pyrazol-3-yl)benzyl)-6-oxo-6,8-dihydro-2H,7H-spiro[furo[2,3-e]isoindole-3,4'-piperidin]-7-yl)piperidine-2,6-dione